2-(2'-((tert-butoxycarbonyl) amino) ethoxy)-ethyl-p-methylbenzenesulfonate C(C)(C)(C)OC(=O)NCCOCCOS(=O)(=O)C1=CC=C(C=C1)C